4-(2-chloro-6-nitro-anilino)piperidine-1-carboxylic acid tert-butyl ester C(C)(C)(C)OC(=O)N1CCC(CC1)NC1=C(C=CC=C1[N+](=O)[O-])Cl